C1(CCC(CC1)C(C)C)(C)OC(CCO)C 3-(1-menthoxy)-butan-1-ol